CC1=NN=C(N=N1)C1=CC=C(CNC(CCOCCOCCOCCOCC)=O)C=C1 N-(4-(6-methyl-1,2,4,5-tetrazin-3-yl)benzyl)-3,6,9,12-tetraoxapentadecan-15-amide